BrC1(C=C)C(C=C(C=C1)Br)Br 1,2,4-tribromostyrene